BrC1=CC=C(C=C1)C12C(C3=NC=C(C=C3O1)Cl)(C(C(C2C2=CC=CC=C2)(F)F)(O)O)O 5a-(4-bromophenyl)-3-chloro-7,7-difluoro-6-phenyl-6,7-dihydro-8H-cyclopenta[4,5]furo[3,2-b]pyridine-8,8,8a(5aH)-triol